(2,5-dioxopyrrolidin-1-yl) 2-trimethylsilylethyl carbonate C(ON1C(CCC1=O)=O)(OCC[Si](C)(C)C)=O